FC(C=1C(=C(C=CC1)[C@@H](C)NC1=NC(=NC2=C3C(=C(C=C12)C1CCC(CC1)C(=O)N(C)C[C@H](C)O)OCC3)C)F)F (1R,4S)-4-(4-(((R)-1-(3-(difluoromethyl)-2-fluorophenyl)ethyl)amino)-2-methyl-8,9-dihydrofuro[2,3-h]quinazolin-6-yl)-N-((S)-2-hydroxypropyl)-N-methylcyclohexane-1-amide